benzyl 3-nitro-3-(pyridin-2-yl)pyrrolidine-1-carboxylate [N+](=O)([O-])C1(CN(CC1)C(=O)OCC1=CC=CC=C1)C1=NC=CC=C1